FC1=C(C=CC(=C1)F)N1N=CC=2C1=NC(=NC2O)N2C1CN(CC2C1)CCF 1-(2,4-difluorophenyl)-6-[3-(2-fluoroethyl)-3,6-diazabicyclo[3.1.1]heptan-6-yl]pyrazolo[3,4-d]pyrimidin-4-ol